N-(3-hydroxy-4-methylphenyl)-1-(indolin-5-ylsulfonyl)-1H-pyrrole-3-carboxamide OC=1C=C(C=CC1C)NC(=O)C1=CN(C=C1)S(=O)(=O)C=1C=C2CCNC2=CC1